C(#N)C=1C=C(C=CC1)C=CC=O 3-(3-cyanophenyl)acrolein